tert-butyl (R)-4-(2-((1-(tert-butoxycarbonyl)cyclopropyl)sulfonyl)propan-2-yl)-2,2-dimethyloxazolidine-3-carboxylate C(C)(C)(C)OC(=O)C1(CC1)S(=O)(=O)C(C)(C)[C@@H]1N(C(OC1)(C)C)C(=O)OC(C)(C)C